FC(N1N=C(C=C1)C=1C(=CC(=NC1)NC1=NC(=NC=C1)C=1C=NN(C1)COC)NC1CCC(CC1)(O)C)F (1s,4s)-4-((5-(1-(Difluoromethyl)-1H-pyrazol-3-yl)-2-((2-(1-(methoxymethyl)-1H-pyrazol-4-yl)pyrimidin-4-yl)amino)pyridin-4-yl)amino)-1-methylcyclohexan-1-ol